O=C1N(C(C=C1)=O)CCOCCNC(=O)C1(COC1)C(=O)ON1C(CCC1=O)=O (2,5-dioxopyrrolidin-1-yl) 3-[2-[2-(2,5-dioxopyrrol-1-yl)ethoxy]ethylcarbamoyl]oxetane-3-carboxylate